(15Z,18Z)-N,N-Dimethyltetracosa-15,18-dien-5-amin CN(C(CCCC)CCCCCCCCC\C=C/C\C=C/CCCCC)C